COCC=1C(=NC2=CC(=CC=C2C1)C1=CC=NN1)N 3-(methoxymethyl)-7-(1H-pyrazol-5-yl)quinolin-2-amine